5-(2-fluoro-6-hydroxy-3-(pyrrolidin-3-yloxy)phenyl)-1,2,5-thiadiazolidin-3-one 1,1-dioxide FC1=C(C(=CC=C1OC1CNCC1)O)N1CC(NS1(=O)=O)=O